N-[5-fluoro-7-hydroxy-6-(1,1,4-trioxo-1,2,5-thiadiazolidin-2-yl)-2-naphthyl]-2-[1-[3-methyl-2-oxo-1-[(3R)-2,6-dioxo-3-piperidyl]benzimidazol-5-yl]-4-piperidyl]acetamide FC1=C2C=CC(=CC2=CC(=C1N1S(NC(C1)=O)(=O)=O)O)NC(CC1CCN(CC1)C1=CC2=C(N(C(N2C)=O)[C@H]2C(NC(CC2)=O)=O)C=C1)=O